N-((2S)-1,1-dicyclopropyl-3-((2-(methoxymethyl)-2-(6-oxo-5,7-diazaspiro[2.5]octan-5-yl)-2,3-dihydro-1H-inden-5-yl)amino)-3-oxopropan-2-yl)-1-isopropyl-1H-pyrazole-5-carboxamide C1(CC1)C([C@@H](C(=O)NC=1C=C2CC(CC2=CC1)(N1CC2(CC2)CNC1=O)COC)NC(=O)C1=CC=NN1C(C)C)C1CC1